C(C(=C)C)(=O)OCCC[SiH2]CC(OCC)OCC 3-methacryloxypropyl-diethoxyethyl-silane